2,2-difluoro-N-[rac-(2R,3S)-1-[3-(4-fluorophenyl)-1-methylsulfonylindazol-6-yl]-5-oxo-2-phenylpyrrolidin-3-yl]propanamide FC(C(=O)N[C@@H]1[C@H](N(C(C1)=O)C1=CC=C2C(=NN(C2=C1)S(=O)(=O)C)C1=CC=C(C=C1)F)C1=CC=CC=C1)(C)F |r|